3-bromo-5-(1-methylcyclopropyl)-4-oxo-1H,4H,5H-pyrrolo[3,2-c]Pyridine-7-carboxylic acid methyl ester COC(=O)C=1C2=C(C(N(C1)C1(CC1)C)=O)C(=CN2)Br